C(C)(C)C(C(C)C)=C(C(=O)OCCC)C(=O)OCCC di-n-propyl (diisopropylmethylene)malonate